N-[5-fluoro-2-methyl-4-({4-[(2S)-2-({7-methylthieno[3,2-d]pyrimidin-4-yl}amino)propyl]piperazin-1-yl}sulfonyl)phenyl]acetamide FC=1C(=CC(=C(C1)NC(C)=O)C)S(=O)(=O)N1CCN(CC1)C[C@H](C)NC=1C2=C(N=CN1)C(=CS2)C